C(C)(C)(C)C=1C=C(N(N1)C1=CC(=CC=C1)Cl)N N-[5-tert-butyl-2-(3-chlorophenyl)pyrazol-3-yl]amine